CN1N=CC=C1C1(NC(NC1=O)=O)CNC(C1=C(C=CC=C1)C=1C=NC(=CC1)C(F)(F)F)=O N-{[4-(1-methyl-1H-pyrazol-5-yl)-2,5-dioxoimidazolidin-4-yl]methyl}-2-[6-(trifluoromethyl)pyridin-3-yl]benzamide